(para-isopropylphenyl)(isopropyl)methylene(cyclopentadienyl)(2,7-di-tert-butylfluoren-9-yl)hafnium C(C)(C)C1=CC=C(C=C1)C(=[Hf](C1C2=CC(=CC=C2C=2C=CC(=CC12)C(C)(C)C)C(C)(C)C)C1C=CC=C1)C(C)C